Cl.Cl.C(C)NCCC1=CC=C(CN(CC)C2=C(C=CC(=C2)OC)[C@H]2CC=3C=CC(=CC3CC2)O)C=C1 (6R)-6-(2-(N-(4-(2-(ethylamino)ethyl)benzyl)-N-ethylamino)-4-methoxyphenyl)-5,6,7,8-tetrahydronaphthalen-2-ol dihydrochloride